(tridecyl)-4,4'-butylidenebis(3-methyl-6-tert-butylphenol) bisphosphite P(O)(O)O.P(O)(O)O.C(CCCCCCCCCCCC)CCCC(C1=C(C=C(C(=C1)C(C)(C)C)O)C)C1=C(C=C(C(=C1)C(C)(C)C)O)C